C[Si](C1=CC2=CC=CC=C2C=C1)(C)C 2-(trimethylsilyl)naphthalene